C(C)C(CN1C[C@@H](CCC1)N1C(NC2=C1C=C(C(=C2)C=2C=C(C=1N(C2)N=CN1)C)C)=O)CC (R)-1-(1-(2-Ethylbutyl)piperidin-3-yl)-6-methyl-5-(8-methyl-[1,2,4]triazolo[1,5-a]pyridin-6-yl)-1,3-dihydro-2H-benzo[d]imidazol-2-on